(((2R)-2-(4-chloro-2-(methoxy-d3)phenyl)-2,10-dimethyl-7,10-dihydro-2H-pyrano[3,2-H]isoquinolin-9(8H)-yl)methyl)-3-(((S)-oxetan-2-yl)methyl)-3H-imidazo[4,5-b]pyridine-5-carboxylic acid ClC1=CC(=C(C=C1)[C@]1(C=CC=2C=CC=3CCN(C(C3C2O1)C)CC1=NC=2C(=NC(=CC2)C(=O)O)N1C[C@H]1OCC1)C)OC([2H])([2H])[2H]